methyl (S)-3-((S)-2-(benzyloxy)-4-bromobutanamido)-2-((tert-butoxycarbonyl)amino)propanoate C(C1=CC=CC=C1)O[C@H](C(=O)NC[C@@H](C(=O)OC)NC(=O)OC(C)(C)C)CCBr